2-((4-(2-(4-((2-cyanopyrimidin-5-yl)oxy)phenyl)propan-2-yl)phenoxy)methyl)azetidin-1-carboxylate C(#N)C1=NC=C(C=N1)OC1=CC=C(C=C1)C(C)(C)C1=CC=C(OCC2N(CC2)C(=O)[O-])C=C1